C[C@@H]1N([C@@H](C=C(C1)OS(=O)(=O)C(F)(F)F)C)C(=O)OC(C)(C)C tert-butyl cis-2,6-dimethyl-4-(((trifluoromethyl) sulfonyl) oxy)-3,6-dihydropyridine-1(2H)-carboxylate